ClC1=CC=C(C(=N1)C(=O)NS(=O)(=O)C)N[C@H](C)C=1C=C(C=C2C(N(C(=NC12)C1=CC2=CN(N=C2C=C1)C1CC1)C)=O)C (R)-6-chloro-3-((1-(2-(2-cyclopropyl-2H-indazol-5-yl)-3,6-dimethyl-4-oxo-3,4-dihydroquinazolin-8-yl)ethyl)amino)-N-(methylsulfonyl)picolinamide